CC=1N=CSC1C1=C(C(C2=CC(=CC=C12)OCCCC1=CC=CC=C1)=O)C=1SC=CC1 3-(4-methylthiazol-5-yl)-6-(3-phenylpropoxy)-2-(thiophen-2-yl)-1H-inden-1-one